CC1=CC(=NN1)NC=1C2=C(N=C(N1)NC1CC3CCC(C1)N3C(C)=O)C=CS2 1-((3-exo)-3-((4-((5-methyl-1H-pyrazol-3-yl)amino)thieno[3,2-d]pyrimidin-2-yl)amino)-8-azabicyclo[3.2.1]oct-8-yl)ethane-1-one